ethyl 3-(2-acetoxy-4,6-dimethylphenyl)-3-methylbutanoate C(C)(=O)OC1=C(C(=CC(=C1)C)C)C(CC(=O)OCC)(C)C